tetra-allyl pyromellitate C(C=1C(C(=O)OCC=C)=CC(C(=O)OCC=C)=C(C(=O)OCC=C)C1)(=O)OCC=C